C(C)OC1=NC=CC=C1C=1N=CC=NC1 5-(2-ethoxypyridin-3-yl)pyrazine